FC1(CCC(CC1)C1=NC=CC(=C1NC(=O)C=1C=NC(=NC1)C(C)C)C1=C(C(=CC=C1)F)F)F N-(2-(4,4-difluorocyclohexyl)-4-(2,3-difluorophenyl)pyridin-3-yl)-2-isopropylpyrimidine-5-carboxamide